(2R)-2-{[7-bromo-2-(1-methyl-1H-pyrazol-4-yl)[1,2,4]triazolo[1,5-c]quinazolin-5-yl]amino}-1-[(1S,4S)-2-oxa-5-azabicyclo[2.2.1]heptan-5-yl]propan-1-one BrC1=CC=CC=2C=3N(C(=NC12)N[C@@H](C(=O)N1[C@@H]2CO[C@H](C1)C2)C)N=C(N3)C=3C=NN(C3)C